6,6-dimethyl-5,6-dihydroimidazo[2,1-b]Thiazole CC1(N=C2SC=CN2C1)C